2-(4-(6-((4-cyanobenzyl)oxy)pyridin-2-yl)-2,3,6-trifluorobenzyl)-1-(2-methoxyethyl)-1H-benzo[d]imidazole-6-carboxylic acid C(#N)C1=CC=C(COC2=CC=CC(=N2)C2=C(C(=C(CC3=NC4=C(N3CCOC)C=C(C=C4)C(=O)O)C(=C2)F)F)F)C=C1